6-hydroxy-2-((E)-3-(4-hydroxy-3-methoxyphenyl)allyl)-2,3-dihydro-1H-indenone OC1=CC=C2CC(C(C2=C1)=O)C\C=C\C1=CC(=C(C=C1)O)OC